3-[1-[2-(Hydroxyamino)-2-oxo-ethyl]benzimidazol-2-yl]benzoic acid ONC(CN1C(=NC2=C1C=CC=C2)C=2C=C(C(=O)O)C=CC2)=O